C(C)(C)NC1=NC(=NC=C1C(=O)O)SC 4-(isopropylamino)-2-(methylsulfanyl)pyrimidine-5-carboxylic acid